C(C(O)C1=CC=CC=C1)(=O)[O-].[Ag+] silver mandelate